CN(C1CC2CCC(C1)N2C(=O)[O-])C=2N=NC(=CC2)C2=CC=C(C=1N=NN(C12)COCC[Si](C)(C)C)N1N=CC=C1 3-[methyl([6-[7-(pyrazol-1-yl)-3-[[2-(trimethylsilyl)ethoxy]methyl]-1,2,3-benzotriazol-4-yl]pyridazin-3-yl])amino]-8-azabicyclo[3.2.1]octane-8-carboxylate